(2R)-N-((1R)-(6,7-difluoro-1-oxo-1,2-dihydroisoquinolin-4-yl)ethyl)-N-methylindoline-2-carboxamide FC=1C=C2C(=CNC(C2=CC1F)=O)CCN(C(=O)[C@@H]1NC2=CC=CC=C2C1)C